(R)-7,8-dimethyl-2-(((1-(3,4,5-trifluorobenzyl)-1H-pyrazol-4-yl)methyl)amino)-7,8-dihydropteridin-6(5H)-one C[C@@H]1C(NC=2C=NC(=NC2N1C)NCC=1C=NN(C1)CC1=CC(=C(C(=C1)F)F)F)=O